2-methyl-2-[(3R)-pyrrolidin-3-yl]propanoic acid CC(C(=O)O)(C)[C@@H]1CNCC1